6-(tert-butoxycarbonylamino)-6-methyl-4H-benzothiophene-2-carboxylic acid C(C)(C)(C)OC(=O)NC1(C=C2C(=CC(S2)C(=O)O)CC1)C